C(C)N1CCC(CC1)C1=C(C=C(C=C1)C(=O)N1CCC(CC1)C1=CC=C(C=C1)OC=1N=NC(=CC1)C(F)(F)F)NS(=O)(=O)CC1=CC=CC=C1 N-(2-(1-ethylpiperidin-4-yl)-5-(4-(4-((6-(trifluoromethyl)pyridazin-3-yl)oxy)phenyl)piperidine-1-carbonyl)phenyl)-1-phenylmethanesulfonamide